C1(=CC=CC=C1)N(C(=O)C=1OC=CC1)C1CCN(CC1)C(=O)OC(C)(C)C tert-Butyl 4-(N-phenylfuran-2-carboxamido)piperidine-1-carboxylate